FC=1C=C2C(=NC=NC2=CC1)C1CC(C1)NS(=O)(=O)C N-(3-(6-FLUOROQUINAZOLIN-4-YL)CYCLOBUTYL)METHANESULFONAMIDE